BrC1=C(C(=CC(=C1)C(C)(C)C)C(C)(C)C)OC 2-bromo-4,6-di-tert-butylanisole